pentaerythritol tetrakis[3,5-di-tert-butyl-4-hydroxy phenyl propionate] C(C)(C)(C)C=1C=C(C=C(C1O)C(C)(C)C)C(C(=O)OCC(COC(C(C)C1=CC(=C(C(=C1)C(C)(C)C)O)C(C)(C)C)=O)(COC(C(C)C1=CC(=C(C(=C1)C(C)(C)C)O)C(C)(C)C)=O)COC(C(C)C1=CC(=C(C(=C1)C(C)(C)C)O)C(C)(C)C)=O)C